C(C)N(S(=O)(=O)NC=1C(=C(C(=O)C2=CNC3=NC=C(C=C32)C=3C=NC(=NC3)N3CCC(CC3)NC(OC(C)(C)C)=O)C(=CC1)F)F)C tert-butyl N-[1-[5-[3-[3-[[ethyl(methyl) sulfamoyl] amino]-2,6-difluoro-benzoyl]-1H-pyrrolo[2,3-b]pyridin-5-yl]pyrimidin-2-yl]-4-piperidyl]carbamate